tert-butyl (R)-(1-(((3-(2-(4,4-difluoroazepan-1-yl)-4-methyl-5-(1-methyl-1H-pyrazol-4-yl)nicotinamido)phenyl)(methyl)(oxo)-λ6-sulfaneylidene)amino)-2-methyl-1-oxopropan-2-yl)carbamate FC1(CCN(CCC1)C1=C(C(=O)NC=2C=C(C=CC2)[S@](=O)(C)=NC(C(C)(C)NC(OC(C)(C)C)=O)=O)C(=C(C=N1)C=1C=NN(C1)C)C)F